tert-butyl N-[2-amino-2-oxo-1-(5,6,7,8-tetrahydroquinolin-7-ylmethyl)ethyl]carbamate NC(C(CC1CCC=2C=CC=NC2C1)NC(OC(C)(C)C)=O)=O